methyl 2-(tert-butoxycarbonylamino)-5-oxo-7,8-dihydro-6H-quinoline-6-carboxylate C(C)(C)(C)OC(=O)NC1=NC=2CCC(C(C2C=C1)=O)C(=O)OC